N[C@H](C(=O)N[C@H](C(=O)OCC)CC(C)C)CCC1=NC2=C(N1C)C=CC(=C2)N(CCCl)CCCl Ethyl (2S)-2-[[(2S)-2-amino-4-[5-[bis(2-chloroethyl)amino]-1-methyl-benzimidazol-2-yl]butanoyl]amino]-4-methyl-pentanoate